O-(5,9,13,17-tetramethyloctadeca-4,8,12,16-tetraenoyl)glycerol CC(=CCCC(=O)OCC(O)CO)CCC=C(CCC=C(CCC=C(C)C)C)C